N-(4-bromo-3-chlorobenzyl)-1-(2-(4-(trifluoromethyl)phenyl)-2H-pyrazolo[3,4-d]pyrimidin-4-yl)piperidine-3-carboxamide BrC1=C(C=C(CNC(=O)C2CN(CCC2)C=2C=3C(N=CN2)=NN(C3)C3=CC=C(C=C3)C(F)(F)F)C=C1)Cl